[Si](C)(C)(C(C)(C)C)OCCNC1=CC(=CC(=C1)OC)OC N-(2-((tert-butyldimethylsilyl)oxy)ethyl)-3,5-dimethoxyaniline